7-((4-(6-methylcarbamoyl-2-methylpyridin-3-yl)piperazin-1-yl)methyl)-6-fluoro-3,5-dihydrofuro[3,2-c]quinolin-4(2H)-one CNC(=O)C1=CC=C(C(=N1)C)N1CCN(CC1)CC=1C=CC=2C3=C(C(NC2C1F)=O)CCO3